NC1=C2N=CN(C2=NC=N1)C[C@H](OCP([O-])(=O)OCCCCCCCCCCCCCCCCCC[Si](C)(C)C)C.[NH4+] ammonium [(1R)-2-(6-aminopurin-9-yl)-1-methyl-ethoxy]methyl-(18-trimethylsilyloctadecoxy)phosphinate